OB1OC2=C([C@@H]3[C@H]1C3)C=CC(=C2C(=O)O)OC2CN(C2)C(C[C@H]2CNCCO2)=O (1aR,7bS)-2-hydroxy-5-[(1-{[(2S)-morpholin-2-yl]acetyl}azetidin-3-yl)oxy]-1,1a,2,7b-tetrahydrocyclopropa[c][1,2]benzoxaborinine-4-carboxylic acid